CC=1C=C(C=CC1)NC(=O)C1=NN(C(=C1)C)C1=CC=C(C=C1)Cl N-(3-methylphenyl)-1-(4-chlorophenyl)-5-methyl-1H-pyrazole-3-carboxamide